OC(C)C=1C(=NC(=CC1)N1C=NC2=C1C=C(C=C2)NC=2N=NC(=CC2)CN2CC(C2)OC)N2N=C(C=C2C)C#N 1-[3-(1-Hydroxyethyl)-6-[6-[[6-[(3-methoxyazetidin-1-yl)methyl]pyridazin-3-yl]amino]benzimidazol-1-yl]-2-pyridyl]-5-methyl-pyrazole-3-carbonitrile